ClCC1=CC2=C(OCOC2OC)C=C1 6-(chloromethyl)-4-methoxybenzo[d][1,3]dioxane